CC=1C=C(\C=N\NC2=C3C(=NC(=N2)N2CCOCC2)N(N=C3)C3=CC=NC=C3)C=CC1 (E)-4-(4-(2-(3-methylbenzylidene)hydrazinyl)-1-(pyridin-4-yl)-1H-pyrazolo[3,4-d]pyrimidin-6-yl)morpholine